2-(Pyridin-3-yl)-N-{5-[(1-{5-[2-(pyridin-3-yl)acetamido]-1,3,4-thiadiazol-2-yl}piperidin-4-yl)amino]-1,3,4-thiadiazol-2-yl}acetamide N1=CC(=CC=C1)CC(=O)NC=1SC(=NN1)NC1CCN(CC1)C=1SC(=NN1)NC(CC=1C=NC=CC1)=O